FC(CNC(CC1N(C(CC1)=O)CC1=CC=C(C=C1)C)=O)F N-(2,2-difluoroethyl)-2-[1-[(4-methylphenyl)methyl]-5-oxopyrrolidin-2-yl]acetamide